(S)-N-(2,3-dihydro-1H-inden-1-yl)-2-(6-methylpyridin-3-yl)benzo[d]thiazole-6-carboxamide [C@@H]1(CCC2=CC=CC=C12)NC(=O)C1=CC2=C(N=C(S2)C=2C=NC(=CC2)C)C=C1